ClC=1C=C2C3=C(NC2=C(C1)C1=CC=C(C=C1)OCCC1=CC=CC=C1)C(=NC=C3)C 6-Chloro-1-methyl-8-(4-phenethyloxy-phenyl)-9H-pyrido[3,4-b]indole